O1C(CCCC1)N1N=CC(=C1)S(=O)(=O)Cl 1-(tetrahydro-2H-pyran-2-yl)-1H-pyrazole-4-sulfonyl chloride